2-[[13-chloro-8-(2,6-difluorophenyl)-5-methyl-3,4,7,9,12-pentazatricyclo[8.4.0.02,6]tetradeca-1(10),2(6),4,7,11,13-hexaen-3-yl]methoxy]ethyl-trimethyl-silane ClC=1N=CC=2NC(=NC=3C(=NN(C3C2C1)COCC[Si](C)(C)C)C)C1=C(C=CC=C1F)F